5,5'''-dibromo-3'',4'-difluoro-[2,2':5',2'':5'',3'''-quaterthiophene]-3,3'''-dicarboxylate BrC1=CC(=C(S1)C=1SC(=C(C1)F)C=1SC(=CC1F)C1(CSC(=C1)Br)C(=O)[O-])C(=O)[O-]